ClC1=NC=C(C(=N1)OC1=NC=2C=CC3=C(C2N=C1)C1=C(S3)C(N[C@@H](CN1)C)=O)CN1C[C@H](OCC1)C (R)-3-((2-chloro-5-(((R)-2-methylmorpholino)methyl)pyrimidin-4-yl)oxy)-10-methyl-9,10,11,12-tetrahydro-8H-[1,4]diazepino[5',6':4,5]thieno[3,2-f]quinoxalin-8-one